O[C@@H]1[C@H](CCC2=C1N=C(S2)C(=O)N)[C@H]2N1C(C3=CC=CC=C23)=CN=C1 (4R,5R)-4-hydroxy-5-((R)-5H-imidazo[5,1-a]isoindol-5-yl)-4,5,6,7-tetrahydrobenzo[d]thiazole-2-carboxamide